trichloromethyl thiohypochlorite ClSC(Cl)(Cl)Cl